CC(C(=O)OCC(O)CO)=C glycerol (methyl)acrylate